COC(C1=C(C=NC=C1)C1=C(C=CC(=C1)C#N)OC)=O 3-(5-cyano-2-methoxyphenyl)isonicotinic acid methyl ester